COC(=O)C1=CC=CC=2C=C(OC21)C.BrCC=2OC1=C(C2)C=CC=C1C(=O)OC Methyl 2-(bromomethyl)benzofuran-7-carboxylate Methyl-2-methylbenzofuran-7-carboxylate